C(C)OC(=O)C=1OC2=C(C1C)C(=C(C=C2)S(N(CC)C2=C(C=C(C=C2)N(CCC)CC)CN(CC=2OC=CC2)C(C2=C(C=CC=C2)Cl)=O)(=O)=O)CC Ethyl-5-(N-(2-((2-chloro-N-(furan-2-ylmethyl)benzoylamino)methyl)-4-(ethyl(propyl)amino)phenyl)-N-Ethylsulfamoyl)-3-methylbenzofuran-2-carboxylic acid ethyl ester